2-oleyl-3-(2-hydroxyethyl)imidazolinium chloride [Cl-].C(CCCCCCC\C=C/CCCCCCCC)C1[NH2+]CCN1CCO